COC=1C=C2CCNCC2=CC1NC1=NC2=CC(=CC=C2C=N1)C1=C(C=C(C#N)C=C1)C 4-{2-[(6-methoxy-1,2,3,4-tetrahydroisoquinolin-7-yl)amino]quinazolin-7-yl}-3-methylbenzonitrile